3-(1-isopropyl-3-(5-(trifluoromethyl)pyridin-3-yl)-1H-1,2,4-triazol-5-yl)cyclopentanone C(C)(C)N1N=C(N=C1C1CC(CC1)=O)C=1C=NC=C(C1)C(F)(F)F